FC1=C(C=CC=C1F)NC=1C(=C(N2C1C(N(CC2(C)C)CC2=CC=C(C=C2)OC)=O)COC)B2OC(C(O2)(C)C)(C)C 8-((2,3-difluorophenyl)amino)-2-(4-methoxybenzyl)-6-(methoxymethyl)-4,4-dimethyl-7-(4,4,5,5-tetramethyl-1,3,2-dioxaborolan-2-yl)-3,4-dihydropyrrolo[1,2-a]pyrazin-1(2H)-on